5-(5-methylthiophen-3-yl)phenol CC1=CC(=CS1)C=1C=CC=C(C1)O